(2R)-2-(2-fluorophenyl)oxirane FC1=C(C=CC=C1)[C@H]1OC1